CC=1NC(=NN1)C1=CC=C(N=N1)C(=O)N 6-(5-methyl-4H-1,2,4-triazol-3-yl)pyridazin-3-carboxamide